(Z)-1-(((1r,4r)-4-aminocyclohexyl)methyl)-3-((3,5-dimethyl-1H-pyrrol-2-yl)methylene)-5-fluoro-N-(2-hydroxy-2-methylpropyl)-2-oxoindoline-6-carboxamide trifluoroacetate salt FC(C(=O)O)(F)F.NC1CCC(CC1)CN1C(\C(\C2=CC(=C(C=C12)C(=O)NCC(C)(C)O)F)=C/C=1NC(=CC1C)C)=O